(R)-1-(4-(4-chloro-5-fluoro-1H-indole-2-carbonyl)-3-methylpiperazin-1-yl)ethan-1-one ClC1=C2C=C(NC2=CC=C1F)C(=O)N1[C@@H](CN(CC1)C(C)=O)C